4-cyano-4'-propoxybiphenyl C(#N)C1=CC=C(C=C1)C1=CC=C(C=C1)OCCC